Crotonyl-Lysine C(\C=C\C)(=O)N[C@@H](CCCCN)C(=O)O